N[C@@H](CCCCN)CO Z-L-lysinol